N-[1-(2,3-dihydro-1,4-benzodioxin-6-yl)ethyl]-6,7-dimethoxy-2-methylquinazolin-4-amine O1CCOC2=C1C=CC(=C2)C(C)NC2=NC(=NC1=CC(=C(C=C21)OC)OC)C